CC=1C=C(C(=O)N2CC3(C2)CC(C3)NC(NCC3=CC=C(C(=O)N)C=C3)=O)C=CN1 4-((3-(2-(2-methylisonicotinoyl)-2-azaspiro[3.3]heptan-6-yl)ureido)methyl)benzamide